C1(CCCCC1)NC(=S)NCCN1CCOCC1 N-cyclohexyl-N'-[2-(4-morpholinyl)ethyl]thiourea